(R)-N-(4-methyl-3-(7-(methylamino)-1,6-naphthyridin-3-yl)phenyl)-2-(3-(trifluoromethyl)-1H-1,2,4-triazol-1-yl)propanamide CC1=C(C=C(C=C1)NC([C@@H](C)N1N=C(N=C1)C(F)(F)F)=O)C=1C=NC2=CC(=NC=C2C1)NC